4-oxo-1,4-dihydropyridine-3-carboxamide O=C1C(=CNC=C1)C(=O)N